C(CCC)[Si](C1=CC=C(C=C1)P(N(P(C1=CC=C(C=C1)[Si](CCCC)(CCCC)CCCC)C1=C(C=CC=C1)C)C1=CC=CC=C1)C1=CC=C(C=C1)[Si](CCCC)(CCCC)CCCC)(CCCC)CCCC N-(bis(4-(tributylsilyl)phenyl)phosphaneyl)-N-phenyl-1-(o-tolyl)-1-(4-(tributylsilyl)phenyl)phosphanamine